C1(CC1)C1=CC(=NO1)C(=O)NC1=CC(=CC=C1)[C@H](C)NC1=CN=C2C(=N1)N(N=C2)C (S)-5-cyclopropyl-N-(3-(1-((1-methyl-1H-pyrazolo[3,4-b]pyrazin-6-yl)amino)ethyl)phenyl)isoxazole-3-carboxamide